4-Propyl-eugenol C(CC)C=1C=C(C(=CC1CC=C)OC)O